5-(1-benzofuran-2-yl)-2-isopropyl-3-hydroxyPhenyl-boronic acid O1C(=CC2=C1C=CC=C2)C=2C=C(C(=C(C2)B(O)O)C(C)C)O